C(C)OC(=O)C1CC2=C(N=C(N=C2Cl)Cl)C1 2,4-dichloro-6,7-dihydro-5H-cyclopenta[d]pyrimidine-6-carboxylic acid ethyl ester